COC(\C(=C(/C(=O)OC)\C)\C)=O.FC(C1=C(C=CC=C1)/C=C/CC)(F)F (E)-4-(2-trifluoromethylphenyl)but-3-ene Dimethyl-2,3-dimethylmaleate